N-(1,1-dioxo-1λ6-thian-4-yl)-N'-{(4S,8S)-10-[5-(4-fluorophenyl)-1,2-oxazol-3-yl]-4,7,8,9-tetrahydro-5H-4,8-epiminooxocino[5,4-d][1,3]thiazol-2-yl}urea O=S1(CCC(CC1)NC(=O)NC=1SC2=C(N1)C[C@H]1COC[C@@H]2N1C1=NOC(=C1)C1=CC=C(C=C1)F)=O